Br(=O)(=O)O.BrCCNC 2-bromo-N-methyl-ethylamine bromate